C1(=CC=CC=C1)S(=O)(=O)C1=CC=C(C(=O)NC=2C=NC=CC2)C=C1 4-(benzenesulfonyl)-N-(pyridin-3-yl)benzamide